pyridin-1-ium trichloride [Cl-].[Cl-].[Cl-].[NH+]1=CC=CC=C1.[NH+]1=CC=CC=C1.[NH+]1=CC=CC=C1